OCC1=CN=CC=2N=C(N=C(C21)N2CCC1(CCN(C1)C(=O)OC(C)(C)C)CC2)C2=CC=NC=C2 tert-butyl 8-(5-(hydroxymethyl)-2-(pyridin-4-yl) pyrido[3,4-d]pyrimidin-4-yl)-2,8-diazaspiro[4.5]decane-2-carboxylate